2-(2,2-difluoroethoxy)-5-nitro-pyrimidin-4-ol FC(COC1=NC=C(C(=N1)O)[N+](=O)[O-])F